C12(CC3CC(CC(C1)C3)C2)CC(=O)NCCCCCCCCCC2=CC(=CC=C2)C2=NC=3N(C(=C2)N2CCN(CC2)CCO)N=C(C3C3=CC=CC=C3)C 2-(Adamantan-1-yl)-N-(9-(3-(7-(4-(2-hydroxyethyl)piperazin-1-yl)-2-methyl-3-phenylpyrazolo[1,5-a]pyrimidin-5-yl)phenyl)nonyl)acetamide